(S)-6-bromo-3-ethyl-7-fluoro-2-(1-(4-methyl-1,4-diazepan-1-yl)butyl)quinazolin-4(3H)-one BrC=1C=C2C(N(C(=NC2=CC1F)[C@H](CCC)N1CCN(CCC1)C)CC)=O